(R)-8-(5-Cyclohexyl-1-methyl-1H-pyrazol-3-yl)-9-oxooctahydro-2H-pyrazino[1,2-a]pyrazin C1(CCCCC1)C1=CC(=NN1C)N1C([C@@H]2N(CCNC2)CC1)=O